FC=1C=CC(=C2C=C(N(C12)CCNC1=CC(=NC=N1)C1=CC(=C(C(=O)O)C=C1)O)C)OC 4-{6-[2-(7-Fluoro-4-methoxy-2-methyl-indol-1-yl)-ethylamino]-pyrimidin-4-yl}-2-hydroxybenzoic acid